ClC1=C(C=C(C=C1)C1=CC(=CC=C1)COC=1C=C2CN(C(C2=CC1)=O)C1CCCC1)C(=O)O 4-Chloro-3'-(((2-cyclopentyl-1-oxoisoindolin-5-yl)oxy)methyl)-[1,1'-biphenyl]-3-carboxylic acid